FC(C1=NC=CC(=C1)N1CC2(CC1=O)C1CNCC2C1)(F)F 1'-(2-(trifluoromethyl)pyridin-4-yl)-3-azaspiro[bicyclo[3.1.1]heptane-6,3'-pyrrolidin]-5'-one